O-(4-chlorophenyl) chloromethanethioate ClC(OC1=CC=C(C=C1)Cl)=S